3-amino-4-(4,5-diamino-1,2,4-triazol-3-yl)-furazan silver nitrate [N+](=O)([O-])[O-].[Ag+].NC1=NON=C1C1=NN=C(N1N)N